C(C1=CC=CC=C1)OC(=O)N1CCC(CC1)N1C(N(CC2=C(C1)C=C(C=C2)F)CC2=CC=C(C=C2)\C=C\OCC)=O benzyl-4-[4-([4-[(E)-2-ethoxyvinyl]phenyl]methyl)-8-fluoro-3-oxo-1,5-dihydro-2,4-benzodiazepin-2-yl]piperidine-1-carboxylate